C(C)OC(CC(C1=CC=C(C=C1)F)C1CCN(CC1)C(=O)OC(C)(C)C)=O tert-Butyl 4-(3-ethoxy-1-(4-fluorophenyl)-3-oxopropyl)piperidine-1-carboxylate